1,1'-bis(benzylseleno)ferrocene platinum [Pt].C(C1=CC=CC=C1)[Se][C-]1C=CC=C1.[C-]1(C=CC=C1)[Se]CC1=CC=CC=C1.[Fe+2]